FC1(CCC(CC1)[C@H](NC(=O)C1=NOC=C1CC)C=1OC2=C(N1)C=C(C=C2)C(COC)N2C(N[C@@H](C2)C(F)(F)F)=O)F N-((1S)-(4,4-difluorocyclohexyl)(5-(2-methoxy-1-((S)-2-oxo-4-(trifluoromethyl)imidazolidin-1-yl)ethyl)benzo[d]oxazol-2-yl)methyl)-4-ethylisoxazole-3-carboxamide